vinyl-adamantene methyl-8-(4,4-dimethylcyclohexyl)-9-(4-((1-(3-fluoropropyl)azetidin-3-ylidene)methyl)phenyl)-6,7-dihydro-5H-benzo[7]annulene-3-carboxylate COC(=O)C1=CC2=C(C(=C(CCC2)C2CCC(CC2)(C)C)C2=CC=C(C=C2)C=C2CN(C2)CCCF)C=C1.C(=C)C1=C2CC3CC(CC1C3)C2